Nε-nicotinoyllysine C(C1=CN=CC=C1)(=O)NCCCC[C@H](N)C(=O)O